C(C)(C)(C)OC(=O)NS(=O)(=O)N(CC(=O)NCC(=O)NC/C=C/C(=O)OC)C1CCN(CC1)[C@H](C)C1=CC=CC2=CC=CC=C12 methyl (R,E)-4-(2-(2-((N-(tert-butoxycarbonyl)sulfamoyl)(1-(1-(naphthalen-1-yl)ethyl)piperidin-4-yl)amino)acetamido)acetamido)but-2-enoate